COC(=O)C1CC(C1)C(=O)O 3-(methoxycarbonyl)cyclobutanecarboxylic acid